1,3-dithiin S1CSCC=C1